N-(2-(4-(azidomethyl)piperidin-1-yl)ethyl)-2'-fluoro-6'-hydroxy-[1,1'-biphenyl]-4-sulfonamide N(=[N+]=[N-])CC1CCN(CC1)CCNS(=O)(=O)C1=CC=C(C=C1)C1=C(C=CC=C1O)F